ClC1=CC=C(C=C1)S(=O)(=O)\N=C(\N1N=C(C(C1)C1=CC=CC=C1)C1=CC=C(C=C1)F)/Cl (Z)-N-((4-chlorophenyl)sulfonyl)-3-(4-fluorophenyl)-4-phenyl-4,5-dihydro-1H-pyrazole-1-carbimidoyl chloride